5-bromo-2-methylspiro[isoindoline-1,4'-piperidin]-3-one BrC=1C=C2C(N(C3(CCNCC3)C2=CC1)C)=O